(S)-N-(5-(3,5-dimethylisoxazol-4-yl)benzo[d]thiazol-2-yl)pyrrolidine-3-carboxamide CC1=NOC(=C1C=1C=CC2=C(N=C(S2)NC(=O)[C@@H]2CNCC2)C1)C